CC(C)(CC=C)[Li] (2-methylpent-4-en-2-yl)lithium